N(=C=O)C[Si](OC)(OC)C Isocyanatomethyl-methyldimethoxysilan